(4-bromopyrazolo[1,5-a]pyridin-3-yl)methanol BrC=1C=2N(C=CC1)N=CC2CO